CC(CCCCCOC(CC)=O)C propionic acid 6-methyl-heptyl ester